ClC1=CC(=C(OCC2=NC=CC(=C2)OC2=CC(=C(C=C2F)CC(=O)O)F)C=C1)F 2-(4-((2-((4-Chloro-2-fluorophenoxy)methyl)pyridin-4-yl)oxy)-2,5-difluorophenyl)acetic acid